OC1=CC=C(CC2C(NC(N(C2=O)C2=CC=C(C=C2)OC)=O)=O)C=C1 5-(4-Hydroxybenzyl)-1-(4-methoxyphenyl)pyrimidine-2,4,6(1H,3H,5H)-trione